1-methyl-1-(2-(1-methyl-1H-imidazo[1,2-b]pyrazole-7-carbonyl)-2-azaspiro[3.3]heptan-6-yl)-3-(2-methyl-5-(trifluoromethoxy)phenyl)urea CN(C(=O)NC1=C(C=CC(=C1)OC(F)(F)F)C)C1CC2(CN(C2)C(=O)C2=C3N(N=C2)C=CN3C)C1